2,2,6,6-Tetramethylpiperidinylcarboxamide CC1(CCCC(N1C(=O)N)(C)C)C